N-methyl-N,N,N-tris(2-hydroxyethyl)ammonium C[N+](CCO)(CCO)CCO